NC1=C(C=CC(=C1)N)S(=O)(=O)[O-] 2,4-diaminobenzenesulfonate